C(C1=CC=CC=C1)NC(=O)C12C(C3C(C(N1)=O)C(CN3CC3=CC=C(C=C3)N(C)C)C2)CC(C)C N-benzyl-1-(4-(dimethylamino)benzyl)-7-isobutyl-4-oxooctahydro-6H-3,6-methanopyrrolo[3,2-c]pyridine-6-carboxamide